4-(8-amino-3-(2-carbonyl-1,8-diazaspiro[4.5]decan-8-yl)imidazo[1,5-a]pyrazin-1-yl)-3-fluoro-N-(4-(trifluoromethyl)pyridin-2-yl)benzamide NC=1C=2N(C=CN1)C(=NC2C2=C(C=C(C(=O)NC1=NC=CC(=C1)C(F)(F)F)C=C2)F)N2CCC1(CCC(N1)=C=O)CC2